C(C)OC1(C(N(C2=CC=3C(=NN=C(C3C=C21)C)N[C@H](C)C2=C(C(=CC=C2)C(C(C)(C)O)(F)F)F)C)=O)C 3-ethoxy-1,3,5-trimethyl-8-[[(1R)-1-[3-(1,1-difluoro-2-hydroxy-2-methyl-propyl)-2-fluoro-phenyl]ethyl]amino]pyrrolo[2,3-g]phthalazin-2-one